N-(2-(2-(4-(benzyloxy)phenoxy)ethoxy)ethyl)pyrimidin-4-amine C(C1=CC=CC=C1)OC1=CC=C(OCCOCCNC2=NC=NC=C2)C=C1